(4R)-6-bromo-8-chloro-4-methyl-1,3,4,5-tetrahydro-1,5-benzodiazepin-2-one BrC1=CC(=CC=2NC(C[C@H](NC21)C)=O)Cl